NC=1C2=C(N=CN1)N(C(=C2C2=CC=C(C=C2)OC2=CC=CC=C2)C#CCN(C(C=C)=O)C)C N-(3-(4-amino-7-methyl-5-(4-phenoxyphenyl)-7H-pyrrolo[2,3-d]pyrimidin-6-yl)prop-2-yn-1-yl)-N-methylacrylamide